BrC=1C=C(C(=C(C1)N)N)Cl 5-bromo-3-chloro-o-phenylenediamine